methyl vinylphosphonate sodium salt [Na+].C(=C)P(OC)([O-])=O